ClCCN1[C@H](CN(CC1)C(=O)OC(C)(C)C)C tert-butyl (3S)-4-(2-chloroethyl)-3-methyl-piperazine-1-carboxylate